CCCCCCCCCCCCCCCCCCOC[C@H](COP(=O)([O-])OCC[N+](C)(C)C)OC(=O)CCCCCCC/C=C\C/C=C\C/C=C\CC 1-octadecyl-2-(9Z,12Z,15Z-octadecatrienoyl)-glycero-3-phosphocholine